ClC1=C(OC=2C=CC(=C(C2)CCO)N2C[C@H](CC2)OC2=NC=CC=C2Cl)C=CC=C1 (S)-2-(5-(2-chlorophenoxy)-2-(3-(3-chloropyridin-2-yloxy)pyrrolidin-1-yl)phenyl)ethanol